N,N-Dimethyl-2-((1,2,3,4-tetrahydroisoquinolin-6-yl)oxy)ethan-1-amine hydrochloride Cl.CN(CCOC=1C=C2CCNCC2=CC1)C